C(C)(C)(C)OC(=O)N1CC(C(C1)NC(=O)OCC[Si](C)(C)C)CO 3-(Hydroxymethyl)-4-(((2-(trimethylsilyl)ethoxy)carbonyl)amino)pyrrolidine-1-carboxylic acid tert-butyl ester